C1(CC1)N1N=CC(=C1)C=1C=NN2C1N=C(C=C2)NC(C)C2=C(C=CC(=C2)F)OCCF 3-(1-cyclopropyl-1H-pyrazol-4-yl)-N-(1-(5-fluoro-2-(2-fluoroethoxy)phenyl)ethyl)pyrazolo[1,5-a]pyrimidine-5-amine